NC=1C=C(OC2=CC=C(C=C2)C(=O)C2=CC=C(C=C2)OC2=CC(=CC=C2)N)C=CC1 bis[4-(3-aminophenoxy) phenyl] ketone